C(=O)(O)C1=CC=CC(=N1)CNCCNCC1=NC(=CC=C1)C(=O)O bis(6-carboxy-2-picolyl)-ethylenediamine